FC1CN(C1)CCN1C(C=CC=C1)=O (2-(3-Fluoroazetidin-1-yl)ethyl)pyridin-2(1H)-one